1-(6-chloropyridine-3-yl)-3-[1-(4-methoxyphenyl)-5-oxopyrrolidin-3-yl]urea ClC1=CC=C(C=N1)NC(=O)NC1CN(C(C1)=O)C1=CC=C(C=C1)OC